NC1=NC(=CC(=C1)C1=NC(=CC(=N1)C1S(CCC1)(=NC)=O)N1[C@@H](COCC1)C)OC 2-(2-(2-amino-6-methoxypyridin-4-yl)-6-((R)-3-methylmorpholino)-pyrimidin-4-yl)-1-(methylimino)tetrahydro-1H-1λ6-thiophene 1-oxide